ClC1=NC(=C2C(=NC(=NC2=C1F)SC)N1CCOCC(C1)(O)C)OC 4-(7-chloro-8-fluoro-5-methoxy-2-(methylthio)-1,3,6-triaza-4-naphthyl)-6-methyl-1,4-oxazepan-6-ol